6-[4-[[5-[5-(difluoromethyl)-1,3,4-oxadiazol-2-yl]-2-pyridinyl]methyl]-5-oxo-1,3,4-oxadiazol-2-yl]indole-1-carboxylic acid tert-butyl ester C(C)(C)(C)OC(=O)N1C=CC2=CC=C(C=C12)C=1OC(N(N1)CC1=NC=C(C=C1)C=1OC(=NN1)C(F)F)=O